(1R,3R)-3-(6-((2-methyl-5-(trifluoromethyl)-1,2,3,4-tetrahydroisoquinolin-7-yl)amino)-1H-pyrazolo[3,4-d]pyrimidin-1-yl)cyclohexane-1-carboxylic acid CN1CC2=CC(=CC(=C2CC1)C(F)(F)F)NC1=NC=C2C(=N1)N(N=C2)[C@H]2C[C@@H](CCC2)C(=O)O